tert-butyl (R)-3-(tert-butyl(pent-4-en-1-yl)amino)pyrrolidine-1-carboxylate C(C)(C)(C)N([C@H]1CN(CC1)C(=O)OC(C)(C)C)CCCC=C